1-((2R)-2-(6,8-dichloro-1-methyl-1,2,3,4-tetrahydroisoquinoline-2-carbonyl)piperazin-1-yl)-2,2,2-trifluoroethan-1-one ClC=1C=C2CCN(C(C2=C(C1)Cl)C)C(=O)[C@@H]1N(CCNC1)C(C(F)(F)F)=O